C(#N)C1=CC(=C(C=C1OC)C1CN(C1)C(=O)OCCCC)OC Butyl 3-(4-cyano-2,5-dimethoxyphenyl)azetidine-1-carboxylate